racemic-bis(2,3-epoxypropyl) disulfide C(C1CO1)SSCC1CO1